N(=[N+]=[N-])C1=CC=C(C=C1)C(F)(F)F 1-azido-4-(trifluoromethyl)benzene